BrC1=C(C=C(C(=O)OC)C=C1)OC methyl 4-bromo-3-methoxybenzoate